5-bromo-1-(2-methoxyethyl)indol-2-one BrC=1C=C2CC(N(C2=CC1)CCOC)=O